1-(3-(6-(((3S,4S)-4-fluoropyrrolidin-3-yl)amino)pyridin-2-yl)imidazo[1,2-a]pyrazin-6-yl)-3-(trifluoromethyl)pyrrolidin-3-ol F[C@@H]1[C@H](CNC1)NC1=CC=CC(=N1)C1=CN=C2N1C=C(N=C2)N2CC(CC2)(O)C(F)(F)F